O=S1(CCN(C(C2=C1C=C(S2)[Sn](C)(C)C)=O)CCC(=O)OC(C)(C)C)=O tertbutyl 3-(1,1-dioxido-5-oxo-7-(trimethylstannyl)-2,3-dihydrothieno[2,3-f][1,4]thiazepin-4(5H)-yl)propanoate